6-chloro-N-(5-cyano-4-(thiophen-3-yl)thiazol-2-yl)pyridine-3-carboxamide ClC1=CC=C(C=N1)C(=O)NC=1SC(=C(N1)C1=CSC=C1)C#N